C(=O)C=1C(=C(OCCC)C(=CC1I)I)I 3-(3-formyl-2,4,6-triiodophenoxy)propane